ClC=1C(=CC(=C(C(=O)NC=2C(=NC(=CC2)OC)C)C1)NC1=C(C=C(C=C1)OC(F)(F)F)C)F 5-chloro-4-fluoro-N-(6-methoxy-2-methylpyridin-3-yl)-2-((2-methyl-4-(trifluoromethoxy)phenyl)amino)benzamide